NC(C)(C)C1=CC(=NC(=C1)C1=CC=C(C=C1)C(F)F)OC1[C@@H]2CN(C[C@H]12)C(=O)C=1C=C(C=2N(C1)C=C(N2)C)C(F)(F)F ((1R,5S,6s)-6-((4-(2-aminopropan-2-yl)-6-(4-(difluoromethyl)phenyl)pyridin-2-yl)oxy)-3-azabicyclo[3.1.0]hexan-3-yl)(2-methyl-8-(trifluoromethyl)imidazo[1,2-a]pyridin-6-yl)methanone